C1N(CCC12CCCC2)CC=2C=CC=1N(C2)C=C(N1)CN1C(C2=CN=CC(=C2C=C1)N1CC2(C1)CCOCC2)=O 2-{[6-({2-azaspiro[4.4]nonan-2-yl}methyl)imidazo[1,2-a]pyridin-2-yl]methyl}-5-{7-oxa-2-azaspiro[3.5]nonan-2-yl}-1,2-dihydro-2,7-naphthyridin-1-one